C(C)OC(CCCCCCC)=O ETHYLCAPRYLATE